2-[4-(2-naphthyl)phenyl]-4-phenyl-6-spiro[9H-fluorene-9,9'-[9H]xanthen]-4-yl-1,3,5-triazine C1=C(C=CC2=CC=CC=C12)C1=CC=C(C=C1)C1=NC(=NC(=N1)C1=CC=CC=C1)C1=CC=CC2=C1C1=CC=CC=C1C21C2=CC=CC=C2OC=2C=CC=CC12